4-(2-fluoro-6-methoxyphenyl)-2-(4-methyl-6-((3ar,7ar)-octahydro-1H-pyrrolo[3,2-b]pyridin-1-yl)pyridin-2-yl)-2,3-dihydro-1H-pyrrolo[3,4-c]pyridin-1-one FC1=C(C(=CC=C1)OC)C1=NC=CC2=C1CN(C2=O)C2=NC(=CC(=C2)C)N2CC[C@H]1NCCC[C@H]12